diisopropoxyl-aluminum O(C(C)C)[Al]OC(C)C